Cl.ClC=1C=C2C(=NC(=NC2=CC1)N1C[C@H](NCC1)C)NC1=NNC(=C1F)C1CC1 (R)-6-chloro-N-(5-cyclopropyl-4-fluoro-1H-pyrazol-3-yl)-2-(3-methylpiperazin-1-yl)quinazolin-4-amine hydrochloride